COC1=C(C=CC=C1)S(=O)(=O)NC1=NOC2=C1C(=CC(=C2)CN2N=CC(=C2)CNS(=O)(=O)C=C)OC 2-methoxy-N-(4-methoxy-6-((4-(vinylsulfonamidomethyl)-1H-pyrazol-1-yl)methyl)benzo[d]isoxazol-3-yl)benzenesulfonamide